3-chloro-6-fluoro-4-methoxybenzene-1,2-diamine ClC1=C(C(=C(C=C1OC)F)N)N